1-isopropyl-3-methylpyrazolo[3,4-d]pyrimidin-6-amine C(C)(C)N1N=C(C=2C1=NC(=NC2)N)C